methyl 2-(2-bromo-4,6-difluorophenyl)imidazo[1,2-a]pyridine-7-carboxylate BrC1=C(C(=CC(=C1)F)F)C=1N=C2N(C=CC(=C2)C(=O)OC)C1